deuteromethyl iodide [2H]CI